6-[3-[1-[[8-bromo-6-(trifluoromethyl)quinazolin-4-yl]-(cyclopropylmethyl)amino]ethyl]pyrazin-2-yl]pyridine-3-carbonitrile BrC=1C=C(C=C2C(=NC=NC12)N(C(C)C=1C(=NC=CN1)C1=CC=C(C=N1)C#N)CC1CC1)C(F)(F)F